[Fe].[Ti].[V].[Ti] titanium vanadium-titanium iron